NC1=CC=2C3=C(C(N(C2C=C1)C)=O)OCC(C(N3)C)(C)C 10-amino-2,3,3,7-tetramethyl-1,2,3,4-tetrahydro-[1,4]oxazepino[2,3-c]quinolin-6(7H)-one